3,6-di-tert-butyl-1,8-diethyl-9H-carbazole C(C)(C)(C)C=1C=C(C=2NC3=C(C=C(C=C3C2C1)C(C)(C)C)CC)CC